(Phosphonooxy)methyl ((1S,9S)-9-ethyl-5-fluoro-9-hydroxy-4-methyl-10,13-dioxo-2,3,9,10,13,15-hexahydro-1H,12H-benzo[de]pyrano[3',4':6,7]indolizino[1,2-b]quinolin-1-yl)carbamate C(C)[C@]1(C(OCC=2C(N3CC=4C(=NC=5C=C(C(=C6C5C4[C@H](CC6)NC(OCOP(=O)(O)O)=O)C)F)C3=CC21)=O)=O)O